CC(=O)N[C@@H]1[C@H]([C@@H]([C@H](O[C@H]1O)CO)O[C@H]2[C@@H]([C@H]([C@@H]([C@H](O2)CO)O)O)NC(=O)C)O The molecule is an N,N'-diacetylchitobiose having beta-configuration at the reducing end anomeric centre. It has a role as an epitope. It derives from a beta-D-glucosaminyl-(1->4)-beta-D-glucosamine.